S1C(=CC=C1)P([O-])(=O)[O-] thiolephosphonate